The molecule is an organophosphate oxoanion that is the conjugate base of 2-amino-2-deoxy-D-glucopyranose 6-phosphate. It has a role as a human metabolite. It is a conjugate base of a 2-amino-2-deoxy-D-glucopyranose 6-phosphate. C([C@@H]1[C@H]([C@@H]([C@H](C(O1)O)[NH3+])O)O)OP(=O)([O-])[O-]